Boc-4-methylene-L-proline C(=O)(OC(C)(C)C)N1[C@@H](CC(C1)=C)C(=O)O